C1(CCC(=O)OCCCC(C)(C)O1)=O dimethylbutylene succinate